FC=1C=C2C(C(NC2=CC1)=O)=NN=C1SCC(N1C1=CC(=CC=C1)OC)=O 5-fluoro-3-(2-(3-(3-methoxyphenyl)-4-oxothiazolidin-2-ylidene)hydrazono)indol-2-one